methyl 1-oxo-2,3,4,6,7,8,9,9a-octahydropyrido[1,2-a]pyrazine-8-carboxylate O=C1C2N(CCN1)CCC(C2)C(=O)OC